ClC1=CC=C(C(=N1)C#N)N[C@H](C)C=1C=C(C=C2C(C(=C(OC12)C=1C=NC=CC1)C)=O)C 6-Chloro-3-[[(1R)-1-[3,6-dimethyl-4-oxo-2-(3-pyridyl)chromen-8-yl]ethyl]amino]pyridine-2-carbonitrile